C(C)OC(=O)C=1C=NN(C1N)C1=CC(=CC=C1)F 1-(3-fluorophenyl)-5-amino-1H-pyrazole-4-carboxylic acid ethyl ester